C(C)(C)(C)OC(=O)N=S(=O)(C(C)C)C1=CC=C(NC=2C(=NC(=C(N2)NC)C2=NC3=C(C=NC=C3)N2C)C(=O)OC)C=C1 Methyl 3-[4-(N-tert-butoxycarbonyl-S-isopropyl-sulfonimidoyl)anilino]-5-(methylamino)-6-(3-methylimidazo[4,5-c]pyridin-2-yl)pyrazine-2-carboxylate